(S)-(2-((4-hydroxybut-2-yl)amino)-6,6-dimethyl-7-((2-(trimethylsilyl)ethoxy)methyl)-6,7-dihydro-5H-pyrimido[5,4-c]carbazol-8-yl)dimethylphosphine OCC[C@H](C)NC=1N=CC=2CC(C=3N(C=4C(=CC=CC4C3C2N1)P(C)C)COCC[Si](C)(C)C)(C)C